3-[(2S)-1-[6-oxo-5-(trifluoromethyl)-1,6-dihydropyridazin-4-yl]pyrrolidin-2-yl]methoxypropanoic acid O=C1C(=C(C=NN1)N1[C@@H](CCC1)COCCC(=O)O)C(F)(F)F